N-((7-(1-(4-chlorobenzyl)piperidin-3-yl)-2-methylpyrazolo[1,5-a]pyrimidin-3-yl)methyl)-1-(tetrahydro-2H-pyran-4-yl)ethanamine ClC1=CC=C(CN2CC(CCC2)C2=CC=NC=3N2N=C(C3CNC(C)C3CCOCC3)C)C=C1